C(CCCC)C=1C=C(C=CC1)C(C(=O)O)C(=O)O 2-(3-pentylphenyl)malonic acid